(5R,6S)-6-Amino-1-(6-tert-butyl-5-methyl-pyrrolo[2,3-b]pyrazin-3-yl)-7-hydroxy-5-(trifluoromethoxy)heptan-1-one N[C@H]([C@@H](CCCC(=O)C1=CN=C2C(=N1)N(C(=C2)C(C)(C)C)C)OC(F)(F)F)CO